4-(((8-methoxy-6-(5-methylpyrimidin-2-yl)quinazolin-4-yl)amino)methyl)-1-methylpyridin-2(1H)-one COC=1C=C(C=C2C(=NC=NC12)NCC1=CC(N(C=C1)C)=O)C1=NC=C(C=N1)C